4-(4-aminophenyl)-3-methyl-4-oxobutyrate NC1=CC=C(C=C1)C(C(CC(=O)[O-])C)=O